2-(benzyloxy)-6-ethoxy-1-naphthaldehyde C(C1=CC=CC=C1)OC1=C(C2=CC=C(C=C2C=C1)OCC)C=O